C1(CC1)CCN(C1=C2CN(C(C2=CC=C1)=O)C1C(NC(CC1)=O)=O)C1CCC(CC1)N1CC(C1)C(F)(F)F 3-(4-((2-cyclopropylethyl)((1s,4s)-4-(3-(trifluoromethyl)azetidin-1-yl)cyclohexyl)amino)-1-oxoisoindolin-2-yl)piperidine-2,6-dione